CC1=C(C(=CC=C1)C)C trimethylbenzene